3-methoxyazetidine hydrochloride salt Cl.COC1CNC1